(S)-N-((1H-pyrrolo[2,3-c]pyridin-2-yl)methyl)-7-((9,9-difluoro-9H-fluorene-3-carbonyl)glycyl)-1,4-dioxa-7-azaspiro[4.4]nonane-8-carboxamide N1C(=CC=2C1=CN=CC2)CNC(=O)[C@H]2N(CC1(OCCO1)C2)C(CNC(=O)C=2C=CC=1C(C3=CC=CC=C3C1C2)(F)F)=O